2-(3,4-Difluoro-phenyl)-N-(2-methyl-4-morpholin-4-yl-6-trifluoromethyl-phenyl)-acetamide FC=1C=C(C=CC1F)CC(=O)NC1=C(C=C(C=C1C(F)(F)F)N1CCOCC1)C